Cl.N[C@@H](CC(=O)O)C(=O)O |r| DL-aspartic acid hydrochloride